lithium (2-methoxyethyl) monofluorophosphate P(=O)(OCCOC)([O-])F.[Li+]